FC1(C(C1)(CO)COC1=NC2=C(C=C(C(=C2C(=N1)N1CC2CCC(C1)N2C(=O)OC(C)(C)C)OC)F)F)F tert-butyl 3-(2-((2,2-difluoro-1-(hydroxymethyl)cyclopropyl)methoxy)-6,8-difluoro-5-methoxy quinazolin-4-yl)-3,8-diazabicyclo[3.2.1]octane-8-carboxylate